Cl\C(=C/C1SCCCS1)\C1=CC=C(C=C1)OC (Z)-2-(2-chloro-2-(4-methoxyphenyl)vinyl)-1,3-dithiane